p-tert.butylcyclohexyl acetate C(C)(=O)OC1CCC(CC1)C(C)(C)C